1-(4-(8-((3-methyl-4-((1-methyl-1H-benzo[d][1,2,3]triazol-5-yl)oxy)phenyl)amino)pyrimido[5,4-d]pyrimidin-2-yl)piperazin-1-yl)prop-2-en-1-one CC=1C=C(C=CC1OC1=CC2=C(N(N=N2)C)C=C1)NC1=NC=NC2=C1N=C(N=C2)N2CCN(CC2)C(C=C)=O